(4aR,13bS)-10,11-dichloro-4-methyl-1,2,3,4,4a,5,6,13b-octahydro-8H-[1,6]naphthyridino[5,6-b]quinazolin-8-one ClC=1C=C2C(N3C(=NC2=CC1Cl)[C@H]1CCCN([C@@H]1CC3)C)=O